methyl 4-chloro-3,5-dicyanobenzoate ClC1=C(C=C(C(=O)OC)C=C1C#N)C#N